SC=1NC=C(N1)S 2,4-dimercaptoimidazole